4-(1-((tert-butyldimethylsilyl)oxy)propan-2-yl)-5-chloro-2-((trifluoromethyl)sulfonyl)pyridazine [Si](C)(C)(C(C)(C)C)OCC(C)C1=CN(NC=C1Cl)S(=O)(=O)C(F)(F)F